(S)-3-(5-(4-((1-(4-(8-(2,4-dichlorophenyl)-3-hydroxy-6,7-dihydro-5H-benzo[7]annulen-9-yl)phenyl)piperidin-4-yl)methyl)piperazin-1-yl)-1-oxoisoindolin-2-yl)piperidine-2,6-dione ClC1=C(C=CC(=C1)Cl)C=1CCCC2=C(C1C1=CC=C(C=C1)N1CCC(CC1)CN1CCN(CC1)C=1C=C3CN(C(C3=CC1)=O)[C@@H]1C(NC(CC1)=O)=O)C=CC(=C2)O